BrC1=C2C=C(NC2=CC(=C1)C(F)(F)F)C(=O)O 4-bromo-6-(trifluoromethyl)-1H-indole-2-carboxylic acid